1-[[3-(3-bromophenyl)-3-[tert-butyl(dimethyl)silyl]oxy-propanoyl]amino]-3-methyl-thiourea BrC=1C=C(C=CC1)C(CC(=O)NNC(=S)NC)O[Si](C)(C)C(C)(C)C